CC1=C(C(CC=C1)(C)C)CC1OCC(O1)C=O 2-[(2,6,6-trimethylcyclohexa-1,3-dien-1-yl)methyl]-1,3-dioxolane-4-carbaldehyde